ClC1=C(C=C(C=C1)NC(=O)N1C2CCCC1(C2)C=2OC(=NN2)C)C2=NN(C=N2)CC2CC2 N-(4-chloro-3-(1-(cyclopropylmethyl)-1H-1,2,4-triazol-3-yl)phenyl)-1-(5-methyl-1,3,4-oxadiazol-2-yl)-6-azabicyclo[3.1.1]heptane-6-carboxamide